C(C)(C)(C)OC(=O)N1C[C@H](CC1)OC=1C=C2CN(C(C2=CC1F)=O)C1C(NC(CC1)=O)=O (3S)-3-((2-(2,6-dioxopiperidin-3-yl)-6-fluoro-1-oxoisoindolin-5-yl)oxy)pyrrolidine-1-carboxylic acid tert-butyl ester